3,5-dinitro-1-(nitromethyl)-1H-pyrazole-4-amine [N+](=O)([O-])C1=NN(C(=C1N)[N+](=O)[O-])C[N+](=O)[O-]